{2-[6-(5-cyclopropylmethyl-2,5-diaza-bicyclo[2.2.1]hept-2-yl)-5-fluoro-pyridin-3-ylamino]-5-methyl-pyrimidin-4-ylamino}-3H-benzoxazol-2-one C1(CC1)CN1C2CN(C(C1)C2)C2=C(C=C(C=N2)NC2=NC=C(C(=N2)NN2C(OC1=C2C=CC=C1)=O)C)F